(S)-3-(3-fluoro-1-(2-(5,6,7,8-tetrahydro-1,8-naphthyridin-2-yl)ethyl)azetidine-3-carboxamido)-2-(2,4,6-trimethylphenylsulphonamido)propionic acid FC1(CN(C1)CCC1=NC=2NCCCC2C=C1)C(=O)NC[C@@H](C(=O)O)NS(=O)(=O)C1=C(C=C(C=C1C)C)C